COCCN(CC[C@@H](C(=O)O)NC=1C=NC=CC1)CCCCC1=NC=2NCCCC2C=C1 (S)-4-((2-methoxyethyl)(4-(5,6,7,8-tetrahydro-1,8-naphthyridin-2-yl)butyl)amino)-2-(pyridin-3-ylamino)butanoic acid